1-[1-[4-[5-(Trifluoromethyl)-1,2,4-oxadiazol-3-yl]phenyl]ethyl]pyrazol FC(C1=NC(=NO1)C1=CC=C(C=C1)C(C)N1N=CC=C1)(F)F